ethyl 4-(5-(3-((2-(4-ethoxy-4-oxobutanoyl)-5-methoxythieno[3,2-b]pyridin-6-yl)oxy)propoxy)-6-methoxyisoindolin-2-yl)-4-oxobutanoate C(C)OC(CCC(=O)C1=CC2=NC(=C(C=C2S1)OCCCOC=1C=C2CN(CC2=CC1OC)C(CCC(=O)OCC)=O)OC)=O